C12(C(CCCC1)O2)CC[Si](OC)(OC)OC β-epoxycyclohexyl-ethyl-trimethoxysilane